C(#N)C=1C(=CC(=NC1)NC(=O)N1CCCC2=CC(=C(N=C12)C=O)C=1C=NN(C1)C)NCCOC N-(5-cyano-4-((2-methoxyethyl)amino)pyridin-2-yl)-7-formyl-6-(1-methyl-1H-pyrazol-4-yl)-3,4-dihydro-1,8-naphthyridine-1(2H)-carboxamide